(2-chloro-5-methoxyphenylethyl)-2-(1,3-dioxoisoindolin-2-yl)acetamide ClC1=C(C=C(C=C1)OC)CCC(C(=O)N)N1C(C2=CC=CC=C2C1=O)=O